4-((2S,5s)-5-(4-chlorobenzyl)-2-methyl-piperidin-1-yl)-4H-1,2,4-triazol-3-amine hydrate O.ClC1=CC=C(C[C@@H]2CC[C@@H](N(C2)N2C(=NN=C2)N)C)C=C1